methyl ((nicotinyloxy) methyl) fumarate C(\C=C\C(=O)OCOCC1=CN=CC=C1)(=O)OC